pentyl {6-[({[(1-methyl-1H-tetrazol-5-yl)(phenyl)methylene]amino}oxy)-methyl]pyridin-2-yl}carbamate CN1N=NN=C1C(C1=CC=CC=C1)=NOCC1=CC=CC(=N1)NC(OCCCCC)=O